chloro-5-methoxy-1-methyl-3-(1H-pyrazol-4-yl)-2-(1H-1,2,4-triazol-5-yl)-1H-pyrrolo[3,2-b]pyridine ClC=1C=C2C(=NC1OC)C(=C(N2C)C2=NC=NN2)C=2C=NNC2